ClC=1C(=CC(=C(C1)C1=C(C=C(C=C1)F)NC(=O)N)F)C(=O)NC=1C=NC(=C(C1)Cl)N1N=CC=N1 5-chloro-N-(5-chloro-6-(2H-1,2,3-triazol-2-yl)pyridin-3-yl)-2,4'-difluoro-2'-ureido-[1,1'-biphenyl]-4-carboxamide